C1(CC1)C=1SC(=CN1)C=1C=C(C=CC1)N(C(=O)[C@@H]1CC[C@H](CC1)C=1N=NNN1)C[C@@H]1CC[C@H](CC1)C1=CC(=C(C=C1)OC)C trans-N-(3-(2-Cyclopropylthiazol-5-yl)phenyl)-N-((trans-4-(4-methoxy-3-methylphenyl)cyclohexyl)methyl)-4-(2H-tetrazol-5-yl)cyclohexanecarboxamide